aluminum tris(4,5-dimethyl-8-quinolinolate) CC1=CC=NC2=C(C=CC(=C12)C)[O-].CC1=CC=NC2=C(C=CC(=C12)C)[O-].CC1=CC=NC2=C(C=CC(=C12)C)[O-].[Al+3]